C(C=C)(=O)N1C(CN(CC1)C(C1=CC=C(C=C1)OC)=O)=O 1-acryloyl-4-(4-methoxybenzoyl)piperazin-2-one